NC=1C(=C(C=CC1)NS(=O)(=O)CCCF)Cl N-(3-amino-2-chlorophenyl)-3-fluoropropane-1-sulfonamide